ClC1=C(C(=C(C=C1)C=1N=NN(C1)[C@@H]1[C@H]([C@H](O[C@@H]([C@@H]1O)CO)CN1CC2(CNC1=O)CCCCC2)OC)F)F 2-(((2R,3R,4S,5R,6R)-4-(4-(4-Chloro-2,3-difluorophenyl)-1H-1,2,3-triazol-1-yl)-5-hydroxy-6-(hydroxymethyl)-3-methoxytetrahydro-2H-pyran-2-yl)methyl)-2,4-diazaspiro[5.5]undecan-3-on